FC=1C=C(C=CC1C(F)(F)F)NC(=O)N1[C@H](CCC1)C(=O)O 1-{[3-fluoro-4-(trifluoromethyl)phenyl]carbamoyl}-D-proline